OC1=C2C3C(C(OC2=CC(=C1)CCC=O)(C)C)CCC(=C3)C 3-(1-Hydroxy-6,6,9-trimethyl-6a,7,8,10a-tetrahydrobenzo[c]chromen-3-yl)propanal